imidazolepropanesulfonic acid N1C(=NC=C1)CCCS(=O)(=O)O